[Na+].C1(=CC=C(C=C1)S(=O)(=O)[O-])S(=O)(=O)[O-].[Na+] benzene-1,4-disulfonic acid sodium salt